3-(diethoxymethyl)-8-fluoroisoquinoline C(C)OC(C=1N=CC2=C(C=CC=C2C1)F)OCC